(2S,3S,4R,5R)-N-ethyl-3,4-dihydroxyl-5-(6-(((6-methylpyridin-2-yl)methyl)amino)-2-(5-methylpyridin-3-yl)-9H-purin-9-yl)tetrahydrofuran-2-formamide C(C)NC(=O)[C@H]1O[C@H]([C@@H]([C@@H]1O)O)N1C2=NC(=NC(=C2N=C1)NCC1=NC(=CC=C1)C)C=1C=NC=C(C1)C